CC(C)(C)C1C=2C(=NNC2CCC1)C#C 2-methylpropan-2-yl-3-ethynyl-4,5,6,7-tetrahydroindazole